C(#N)CCC[Si](Cl)(Cl)Cl 3-cyanopropyl-trichlorosilane